methyl (E)-3-(((dimethylamino)methylene)amino)-1-phenyl-1H-thieno[2,3-c]pyrazole-5-carboxylate CN(C)\C=N\C=1C2=C(N(N1)C1=CC=CC=C1)SC(=C2)C(=O)OC